C(\C=C/C(=O)[O-])(=O)O.C(\C=C/C(=O)[O-])(=O)O.[Na+].[Na+] sodium dihydrogen dimaleate